C(#N)C1N(CCC1)C(=O)O 2-cyano-1-pyrrolidinecarboxylic acid